2-(tert-butyl)-5-(5-((1R,5S)-1-(2,5-difluorophenyl)-2-azabicyclo[3.1.0]hex-2-yl)pyrazolo[1,5-a]pyrimidin-3-yl)-1,3,4-oxadiazole C(C)(C)(C)C=1OC(=NN1)C=1C=NN2C1N=C(C=C2)N2[C@@]1(C[C@@H]1CC2)C2=C(C=CC(=C2)F)F